BrC1=C(C=C(C=C1)C)C1=NN(C=C1)CCCO[Si](C)(C)C(C)(C)C 3-(2-Bromo-5-methylphenyl)-1-(3-((tert-butyldimethylsilyl)oxy)propyl)-1H-pyrazole